tetra(4-chlorophenyl)borate ClC1=CC=C(C=C1)[B-](C1=CC=C(C=C1)Cl)(C1=CC=C(C=C1)Cl)C1=CC=C(C=C1)Cl